C1(CC1)[C@]1(C(N(C[C@H]1C)C=1C=2N(N=CC1)C(=C(N2)C=2C=NN(C2)C)F)=O)C#N (3R,4S)-3-cyclopropyl-1-[3-fluoro-2-(1-methylpyrazol-4-yl)imidazo[1,2-b]pyridazin-8-yl]-4-methyl-2-oxopyrrolidine-3-carbonitrile